N-[(3R,4S)-1-(3,3-difluorocyclopentanecarbonyl)-4-fluoropyrrolidin-3-yl]benzamide FC1(CC(CC1)C(=O)N1C[C@H]([C@H](C1)F)NC(C1=CC=CC=C1)=O)F